C(C)(C)(C)N(C(O)=O)C(C)C1=CC(=CC2=CC=CC=C12)Br.FC(C(C1COCC1)N1N=CC(=C1)C(=O)N)(F)F 1-(2,2,2-trifluoro-1-tetrahydrofuran-3-yl-ethyl)pyrazole-4-carboxamide tert-butyl-(1-(3-bromonaphthalen-1-yl)ethyl)carbamate